ClC1=C(C=NN1)C=1C=C2C=CN(C(C2=CC1)=O)CC=1C=C(C(=O)NC)C=C(C1)F 3-((6-(5-chloro-1H-pyrazol-4-yl)-1-oxoisoquinolin-2(1H)-yl)methyl)-5-fluoro-N-methylbenzamide